5-(3-chloro-4-fluorophenyl)-2-methyl-3,4-dihydro-2H-pyrrole ClC=1C=C(C=CC1F)C=1CCC(N1)C